2-((4-cyano-2-methylphenyl)-amino)-N-(6-methoxy-2-methylpyridin-3-yl)-5-(trifluoromethoxy)-benzamide C(#N)C1=CC(=C(C=C1)NC1=C(C(=O)NC=2C(=NC(=CC2)OC)C)C=C(C=C1)OC(F)(F)F)C